CS(=O)(=O)N(CC(=O)OCC1=CC=CC=C1)CC1N2CCC(C1=O)CC2 benzyl N-(methylsulfonyl)-N-((3-oxoquinuclidin-2-yl)methyl)glycinate